ClC1=CC=C(C=C1)[SiH](C1=CC=C(C=C1)Cl)C1=CC=C(C=C1)Cl tris(p-chlorophenyl)silane